C(C)OP(=O)(C=C)C1=CC=C(C=C1)C1=NC=CN=C1OC1=CC=C(C=C1)C(F)(F)F 2-[4-[ethoxy(vinyl)phosphoryl]phenyl]-3-[4-(trifluoromethyl)phenoxy]pyrazine